1,3-dimethylimidazolium tetrafluoroborate F[B-](F)(F)F.CN1C=[N+](C=C1)C